ClC=1C(=C2C=3C(=C4C(=NC3C1)C1=CC3=C(C(N1C4)=O)COC([C@]3(O)CC)=O)[C@@H](CC2)NC[C@H](C)O)C (2S)-N-((1R,9S)-5-chloro-9-ethyl-9-hydroxy-4-methyl-10,13-dioxo-2,3,9,10,13,15-hexahydro-1H,12H-benzo[de]pyrano[3',4':6,7]indolizino[1,2-b]quinolin-1-yl)-2-hydroxy-propylamine